dihydro-1H-pyrrolo[3,2-d]pyrimidin N1CNC=C2C1=CC=N2